4-Phenyl-1-(propylamino)-6-(trifluoromethyl)-3H-pyrido[1,2-c]pyrimidin-3-one C1(=CC=CC=C1)C1=C2N(C(=NC1=O)NCCC)C=CC(=C2)C(F)(F)F